NC1=NC=NC=2N(C3=CC=C(C=C3C21)C(=O)N)CC(=O)N2[C@@H]1C[C@@]1(C[C@H]2C(NC2=NC(=CC=C2)Br)=O)C 4-amino-9-(2-((1R,3S,5R)-3-((6-bromopyridin-2-yl)carbamoyl)-5-methyl-2-azabicyclo[3.1.0]hexan-2-yl)-2-oxoethyl)-9H-pyrimido[4,5-b]indole-6-carboxamide